(E)-3-(3-((4-methylbenzyl)carbamoyl)-5-((3-methylbut-2-en-1-yl)oxy)phenyl)acrylic acid CC1=CC=C(CNC(=O)C=2C=C(C=C(C2)OCC=C(C)C)/C=C/C(=O)O)C=C1